(2,2-Dimethoxyethyl)-N-ethyl-1H-pyrrole-2-carboxamide COC(CN1C(=CC=C1)C(=O)NCC)OC